4-chloro-7-(8-chloronaphthalen-1-yl)-2-(methylsulfinyl)-5,6,7,8-tetrahydropyrido[3,4-d]pyrimidine ClC=1C2=C(N=C(N1)S(=O)C)CN(CC2)C2=CC=CC1=CC=CC(=C21)Cl